NC=1N=C(C2=C(N1)NC=C2)OC2=CC=C(C=C2)NC(NC(C(=O)O)CCC2=CC=CC=C2)=O 2-(3-(4-((2-amino-7H-pyrrolo[2,3-d]pyrimidin-4-yl)oxy)phenyl)ureido)-4-phenylbutanoic acid